4-amino-N-methyl-N-((1aR,6R,6aS)-3-(trifluoromethyl)-1,1a,6,6a-tetrahydrocyclopropa[a]inden-6-yl)imidazo[1,5-a]pyrido[3,4-e]pyrazine-8-carboxamide NC=1C=2N(C3=C(N1)C=NC(=C3)C(=O)N([C@@H]3[C@@H]1[C@H](C=4C=C(C=CC34)C(F)(F)F)C1)C)C=NC2